BrC=1C=C(C=C2C=CC=3OC=CC3C12)OC 9-bromo-7-methoxynaphtho[2,1-b]furan